(((2S,3S)-2,3-bis(((benzyloxy) carbonyl) amino)-succinyl) bis(azepinyl)) dibutyrate C(CCC)(=O)OC1=C(NC=CC=C1)C([C@H]([C@@H](C(=O)C=1NC=CC=CC1OC(CCC)=O)NC(=O)OCC1=CC=CC=C1)NC(=O)OCC1=CC=CC=C1)=O